7-benzyl 5-(tert-butyl) 2-(4-cyclopropylphenyl)-3,4,5a,6,8,9-hexahydro-2H-1,2,5,7-tetraazabenzo[cd]azulene-5,7-dicarboxylate C1(CC1)C1=CC=C(C=C1)N1N=C2CCN(CC3C2=C1CCN3C(=O)OC(C)(C)C)C(=O)OCC3=CC=CC=C3